FC1=C(C=C(C(=C1)OC1=CC=NC2=CC(=C(C=C12)OC)OCCNC)F)C1=NC=CC(=C1C(=O)N)OCCC [2,5-difluoro-4-({6-methoxy-7-[2-(methylamino)ethoxy]quinolin-4-yl}oxy)phenyl]-4-propoxypyridine-3-carboxamide